C(C)(C)(C)OC(=O)NCC1(CCN(CC1)C=1N=CC(=NC1)SC1=C(C(=NC=C1)NC1CC(C1)C(=O)O)Cl)C (1S,3S)-3-((4-((5-(4-(((tert-butoxycarbonyl)amino)methyl)-4-methylpiperidin-1-yl)pyrazin-2-yl)thio)-3-chloropyridin-2-yl)amino)cyclobutane-1-carboxylic acid